N-(((9H-fluoren-9-yl)methoxy)carbonyl)-N-methyl-D-alanine C1=CC=CC=2C3=CC=CC=C3C(C12)COC(=O)N([C@H](C)C(=O)O)C